C(C)OP(OCC)(=O)CCCCN1C2=CC(=CC=C2C=2C=CC(=CC12)Br)Br.ClC1=C(OC(C(=O)N[C@H]2C[C@H](N(CC2)C)C)C)C=CC=C1 (2-chlorophenoxy)-N-((2R,4R)-1,2-dimethylpiperidin-4-yl)propanamide Diethyl-[4-(2,7-dibromo-9H-carbazol-9-yl)butyl]phosphonate